dipentyl-tartaric acid C(CCCC)C(C(C(=O)O)(O)CCCCC)(O)C(=O)O